(E)-3-(4-(1-cyclopropyl-1H-pyrazol-4-yl)pyridin-3-yl)-N-(4-(morpholinomethyl)phenyl)acrylamide C1(CC1)N1N=CC(=C1)C1=C(C=NC=C1)/C=C/C(=O)NC1=CC=C(C=C1)CN1CCOCC1